tert-butyl (3-(4-methyl-6-propionylpyridin-3-yl)-2-(morpholine-4-carbonyl)-1,6-naphthyridin-7-yl)carbamate CC1=C(C=NC(=C1)C(CC)=O)C=1C(=NC2=CC(=NC=C2C1)NC(OC(C)(C)C)=O)C(=O)N1CCOCC1